[N+](=[N-])=CC(CC[C@@H](C(=O)OC(C)C)NC([C@H]([C@@H](C)O)C)=O)=O isopropyl (S)-6-diazo-2-((2S,3R)-3-hydroxy-2-methylbutanamido)-5-oxohexanoate